cis-N-(3-(trans-2-(2H-1,2,3-triazol-2-yl)cyclobutyl)-4-chlorophenyl)-3-methyl-6-azabicyclo[3.1.1]heptane-6-carboxamide N=1N(N=CC1)[C@H]1[C@@H](CC1)C=1C=C(C=CC1Cl)NC(=O)N1C2CC(CC1C2)C